2,5-diethyl-3,6-dimethylpyrazine C(C)C1=NC(=C(N=C1C)CC)C